3'-(AMINOMETHYL)BIPHENYL-3-YLBORONIC ACID NCC=1C=C(C=CC1)C1=CC(=CC=C1)B(O)O